Ethyl cis-2-[4-(1-methyl-1H-pyrazol-5-yl) piperidin-1-yl]-6-azaspiro[3.4]octane-6-carboxylate fumarate (fumarate) C(\C=C\C(=O)O)(=O)O.C(\C=C\C(=O)O)(=O)O.CN1N=CC=C1C1CCN(CC1)C1CC2(C1)CN(CC2)C(=O)OCC